BrC1=NN(C(=C1)C(=O)OC(C)C)C1=NC=CC=C1Cl isopropyl 3-bromo-1-(3-chloro-2-pyridyl)-1h-pyrazole-5-carboxylate